ClC1=CC(=C(C=N1)C#CC1(CCC1)O)N1CCC(CC1)(C)CO 1-((6-chloro-4-(4-(hydroxymethyl)-4-methylpiperidin-1-yl)pyridin-3-yl)ethynyl)cyclobutan-1-ol